O=C1N(C(C2C3C=CC(C12)O3)=O)C=3C(=C(C=O)C(=CC3)C)SCCCCCCCCCCCC 3-(1,3-dioxo-1,3,3a,4,7,7a-hexahydro-2H-4,7-epoxyisoindol-2-yl)-2-(dodecylthio)-6-methylbenzaldehyde